CC12CCCC2C1 1-methylbicyclo[3.1.0]Hexane